3-(1-oxo-4-(8-(spiro[3.3]heptan-2-ylamino)oct-1-yn-1-yl)isoindolin-2-yl)piperidine-2,6-dione O=C1N(CC2=C(C=CC=C12)C#CCCCCCCNC1CC2(C1)CCC2)C2C(NC(CC2)=O)=O